tert-butyl [(1S,2R)-2-(2-fluoroethoxy)-2,3-dihydro-1H-inden-1-yl]carbamate FCCO[C@H]1[C@H](C2=CC=CC=C2C1)NC(OC(C)(C)C)=O